(1S,3R,4S,5R)-5-{[4-cyclopropyl-1-(2,6-dichlorophenyl)-1H-pyrazol-5-yl]methoxyl-3-methyl-2-azabicyclo[2.2.1]heptan-2-yl}-2-fluorobenzamide C1(CC1)C=1C=NN(C1CO[C@@]12N([C@@H]([C@@H](CC1)C2)C)C=2C=CC(=C(C(=O)N)C2)F)C2=C(C=CC=C2Cl)Cl